COC=1C(=NC=CC1)C=1C=NC=CC1 3-Methoxy-[2,3'-bipyridin]